tert-butyl 4-(5-fluoro-1-((2-(trimethylsilyl)ethoxy)methyl)-1H-indazol-6-yl)piperidine-1-carboxylate FC=1C=C2C=NN(C2=CC1C1CCN(CC1)C(=O)OC(C)(C)C)COCC[Si](C)(C)C